[Na+].CN1C(C(C(C=C1)=O)NC(N[C@@H](CC(=O)[O-])C1=CC(=CC=C1)CC1=CC=C(C=C1)C)=O)=O (S)-3-(3-(1-methyl-4-oxo-2-oxo-1,2-dihydropyridin-3-yl)ureido)-3-(3-(4-methylbenzyl)phenyl)propanoic acid sodium salt